BrC1=CC(=C(C=C1)[C@H]1N(CC[C@@H](C1)O)C(=O)OCC1=CC=CC=C1)OCCCC=C benzyl (2S,4S)-2-(4-bromo-2-(pent-4-en-1-yloxy) phenyl)-4-hydroxy-piperidine-1-carboxylate